CCC(CCN1N=CC(=C1)[N+](=O)[O-])O methyl-4-(4-nitro-1H-pyrazol-1-yl)butan-2-ol